n-propylbenzylamine C(CC)NCC1=CC=CC=C1